1,3,5,7-adamantanetetracarboxylate C12(CC3(CC(CC(C1)(C3)C(=O)[O-])(C2)C(=O)[O-])C(=O)[O-])C(=O)[O-]